CC([C@@H](C(N1[C@@H](CCC1)C(=O)N1CC(OCC1)C=1C=NC=CC1)=O)NC(=O)C1=CC2=C(S1)C=CC(=C2)C(F)(F)P(O)(O)=O)(C)C ((2-(((2S)-3,3-dimethyl-1-oxo-1-((2S)-2-(2-(pyridin-3-yl)morpholine-4-carbonyl)pyrrolidin-1-yl)butan-2-yl)carbamoyl)benzo[b]thiophen-5-yl)difluoromethyl)phosphonic acid